COC1C=2C=C(C=NC2CCC1)[N+](=O)[O-] 5-methoxy-3-nitro-5,6,7,8-tetrahydroquinoline